2-((2-((6-methoxy-2-methyl-1,2,3,4-tetrahydroisoquinolin-7-yl)amino)-5-(1H-1,2,3-triazol-4-yl)-7H-pyrrolo[2,3-d]pyrimidin-4-yl)amino)-N,N-dimethylbenzenesulfonamide COC=1C=C2CCN(CC2=CC1NC=1N=C(C2=C(N1)NC=C2C=2N=NNC2)NC2=C(C=CC=C2)S(=O)(=O)N(C)C)C